tert-Butyl (S)-((3'-chloro-2'-(3-(5-(((2-hydroxyethyl)(methyl)amino)methyl)picolinamido)-2-methylphenyl)-6-methoxy-[2,4'-bipyridin]-5-yl)methyl)((5-oxopyrrolidin-2-yl)methyl)carbamate ClC=1C(=NC=CC1C1=NC(=C(C=C1)CN(C(OC(C)(C)C)=O)C[C@H]1NC(CC1)=O)OC)C1=C(C(=CC=C1)NC(C1=NC=C(C=C1)CN(C)CCO)=O)C